2-fluoro-5-((6-(2-fluoro-6-methoxyphenyl)pyridin-2-yl)oxy)phenol FC1=C(C=C(C=C1)OC1=NC(=CC=C1)C1=C(C=CC=C1OC)F)O